ClC=1C=C(C=CC1)C1=CNC=2N=CN=C(C21)NCC2=C(C=C(C=C2)OC)OC 5-(3-chlorophenyl)-N-(2,4-dimethoxybenzyl)-7H-pyrrolo[2,3-d]pyrimidin-4-amine